CC1=CC=C(OC(=O)C2C3C=CC(C2)C3)C=C1 5-(4-methylphenoxycarbonyl)-bicyclo[2.2.1]hept-2-ene